4-chloro-3-ethyl-3-hydroxy-1H-pyrrolo[2,3-b]Pyridin-2-one ClC1=C2C(=NC=C1)NC(C2(O)CC)=O